N[C@H]1CN(C[C@@H](C1)F)C(=O)C1=CC2=C(N(C(=N2)C=2N(C3=CC(=CC=C3C2)C2=CC=3OCC(NC3N=C2)=O)CC2CC2)C)C(=C1)OC 7-(2-{5-[(3R,5R)-3-amino-5-fluoropiperidine-1-carbonyl]-7-methoxy-1-methyl-1H-1,3-benzodiazol-2-yl}-1-(cyclopropylmethyl)-1H-indol-6-yl)-2H,3H,4H-pyrido[3,2-b][1,4]oxazin-3-one